C[C@H]1[C@@H](C(CC=C1)(C)C)C(C)=O 1-[(1S,2R)-2,6,6-trimethyl-3-cyclohexen-1-yl]ethan-1-one